4-(2-(1-(ethylsulfonyl)piperidin-4-yl)-4-(4-fluorophenyl)thiazol-5-yl)-N-(3-fluoro-4-morpholinophenyl)pyrimidin-2-amine C(C)S(=O)(=O)N1CCC(CC1)C=1SC(=C(N1)C1=CC=C(C=C1)F)C1=NC(=NC=C1)NC1=CC(=C(C=C1)N1CCOCC1)F